ClC=1C=C(C=CC1)C=1C=C2C=CN(C2=C(C1)C(=O)NCC1=CC=C(C(=O)O)C=C1)CC1=CC=C(C=C1)C(F)(F)F 4-((5-(3-chlorophenyl)-1-(4-(trifluoromethyl)benzyl)-1H-indole-7-carboxamido)methyl)benzoic acid